N-fluoro-triazol FN1N=NC=C1